C1NCC2(C3=CN=CC=C13)CC2 2',3'-dihydro-1'H-spiro[cyclopropane-1,4'-[2,6]naphthyridine]